(5-(pyrrolidin-1-ylmethyl)thiophen-2-yl)methylamine N1(CCCC1)CC1=CC=C(S1)CN